[I-].C1=CC=CC2=[NH+]C3=CC=CC=C3C=C12 acridin-10-ium iodide